NC1=C(C=C(C=N1)C=1C=C(C=CC1)C(=O)N1CCC(CC1)N1CCCC1)OCC1=C(C(=CC=C1F)F)Cl {3-[6-amino-5-(2-chloro-3,6-difluoro-benzyloxy)-pyridin-3-yl]-phenyl}-(4-pyrrolidin-1-yl-piperidin-1-yl)-methanone